(S)-1-(2-chloro-5-fluorophenyl)-8-(3-fluoro-5-(trifluoromethyl)benzamido)-3-oxo-1,2,3,4-tetrahydropyrrolo[1,2-a]pyrazine-6-carboxylic acid ClC1=C(C=C(C=C1)F)[C@H]1C=2N(CC(N1)=O)C(=CC2NC(C2=CC(=CC(=C2)C(F)(F)F)F)=O)C(=O)O